C(C)(C)(C)OC(CC1=C(C(=CC(=C1)C)O[Si](C)(C)C(C)(C)C)C(C)(CCO[Si](C)(C)C(C)(C)C)C)=O.OC=1C(=CC(=C2C=CC(=CC12)S(=O)(=O)[O-])[N+](=O)[O-])[N+](=O)[O-].[Na+].[Na+].OC=1C(=CC(=C2C=CC(=CC12)S(=O)(=O)[O-])[N+](=O)[O-])[N+](=O)[O-] disodium 8-hydroxy-5,7-dinitro-2-naphthalenesulfonate tert-butyl-2-(3-((tert-butyldimethylsilyl)oxy)-2-(4-((tertbutyldimethylsilyl)oxy)-2-methylbutan-2-yl)-5-methylphenyl)acetate